OC=1C(=CC(=NC1)C#N)C 5-hydroxy-4-methylpicolinonitrile